2-methacryloyloxyethyl-phospholylcholine C(C(=C)C)(=O)OCCC(OC=1PC=CC1)C[N+](C)(C)C